1-Bromo-3-(methylsulfonyl)-2-nitrobenzene BrC1=C(C(=CC=C1)S(=O)(=O)C)[N+](=O)[O-]